2-({4-[3-(methylsulfanyl)-1H-indazol-5-yl]-1-oxo-2,3-dihydro-1H-isoindol-2-yl}methyl)prop-2-enamide CSC1=NNC2=CC=C(C=C12)C1=C2CN(C(C2=CC=C1)=O)CC(C(=O)N)=C